N'-(imino(pyridin-2-yl)methyl)-2-(2-oxobenzo[d]oxazol-3(2H)-yl)acetohydrazide N=C(NNC(CN1C(OC2=C1C=CC=C2)=O)=O)C2=NC=CC=C2